2-[6-(1-bicyclo[2.2.2]octanyl)-5-chloro-2-methyl-3-pyridyl]-4-oxo-1H-1,6-naphthyridine-5-carboxamide C12(CCC(CC1)CC2)C2=C(C=C(C(=N2)C)C=2NC=1C=CN=C(C1C(C2)=O)C(=O)N)Cl